3-(benzo[d]oxazol-5-yl)-1H-indazol O1C=NC2=C1C=CC(=C2)C2=NNC1=CC=CC=C21